4-(((2R,5S)-3-(4-Cyano-3-(trifluoromethyl)phenyl)-2-(trifluoromethyl)oxazolidin-5-yl)methoxy)benzamid C(#N)C1=C(C=C(C=C1)N1[C@H](O[C@@H](C1)COC1=CC=C(C(=O)N)C=C1)C(F)(F)F)C(F)(F)F